FC(F)C1OCCCN2C1=C(C=1C=C(C=CC21)F)C(=O)F difluoromethyl-9-fluoro-1H,3H,4H,5H-[1,4]oxazepino[4,3-a]indole-11-carbonyl fluoride